C(C)(C)OC([C@@H](N)C)=O L-alanine-isopropyl ester